3-[(2-Ethylhexyl)oxy]-1,2-propanediol C(C)C(COCC(CO)O)CCCC